ClC=1C=C2CNC(N(C2=CC1Cl)C1CCN(CC1)C1=C(C=C(C=C1)F)Cl)=O 6,7-dichloro-1-(1-(2-chloro-4-fluorophenyl)piperidin-4-yl)-3,4-dihydro-quinazolin-2(1H)-one